CN1C(=NN=C1)CC1(COC1)C=1C=C(C(=O)NC2=NC(=CC=C2)C)C=CC1 3-(3-((4-methyl-4H-1,2,4-triazol-3-yl)methyl)oxetan-3-yl)-N-(6-methylpyridin-2-yl)benzamide